C(C)(C)(C)OC(N([C@H](CO)C=C)N1C(=C(C(C(=C1)C(NCC1=C(C=C(C=C1)F)F)=O)=O)OCC1=CC=CC=C1)C(N[C@@H](C)C=C)=O)=O (3-(benzyloxy)-2-(((S)-but-3-en-2-yl)carbamoyl)-5-((2,4-difluorobenzyl)carbamoyl)-4-oxopyridin-1(4H)-yl)((S)-1-hydroxybut-3-en-2-yl)carbamic acid tert-butyl ester